(7R,14R)-11-(4-((dimethylphosphoryl)methyl)-3-fluorophenyl)-1-hydroxy-6-(methyl-d3)-6,7-dihydro-7,14-methanobenzo[f]benzo[4,5]imidazo[1,2-a][1,4]diazocin-5(14H)-one CP(=O)(C)CC1=C(C=C(C=C1)C1=CC2=C(N=C3N2[C@H]2C4=C(C(N([C@@H]3C2)C([2H])([2H])[2H])=O)C=CC=C4O)C=C1)F